COC=1C=C2C(N=C(S2)C2=C3N=CC(=NC3=CC(=C2)C)COC)=C(C1)C(=O)O 6-methoxy-2-(2-(methoxymethyl)-7-methylquinoxalin-5-yl)benzo[d]Thiazole-4-carboxylic acid